tetrahexoxysilane C(CCCCC)O[Si](OCCCCCC)(OCCCCCC)OCCCCCC